BrC1=C(C=C(C=C1OC)C(C)O)OC 1-(4-bromo-3,5-dimethoxyphenyl)ethane-1-ol